N[C@H](C(=O)O)[C@@H](C1=CC=CC=C1)O (2S,3R)-2-amino-3-hydroxy-3-phenylpropionic acid